CN(C(=O)C=1OC(=NN1)C=1C(=CC2=C(N(C([C@H](CS2(=O)=O)N)=O)CC2=CC=C(C=C2)Cl)C1)F)C N,N-dimethyl-5-[(3R)-3-amino-5-[(4-chlorophenyl)methyl]-8-fluoro-1,1,4-trioxo-2,3-dihydro-1λ6,5-benzothiazepin-7-yl]-1,3,4-oxadiazole-2-carboxamide